ClC1=C2C=C(NC2=CC=C1Cl)C(=O)N1C[C@H](CC1)C(=O)N (S)-1-(4,5-dichloro-1H-indole-2-carbonyl)pyrrolidine-3-carboxamide